FC1=C(C=CC(=C1)F)C1=C2N=C(C(=NC2=CC(=C1)N1C[C@@H](OCC1)C=1C=NN(C1)C)C)C 5-(2,4-difluorophenyl)-2,3-dimethyl-7-((2S)-2-(1-methyl-1H-pyrazol-4-yl)-4-morpholinyl)quinoxaline